CN(C1=CC=CC(=N1)[C@@H](CO)NC(CC)=O)C N-((S)-1-(6-(dimethylamino)pyridin-2-yl)-2-hydroxyethyl)propanamide